C1(=CC=CC2=CC=CC=C12)C1=C(C(=C(C=2CC3=CC=CC=C3C12)N(C1=C(C(=CC=2C3=CC=CC=C3CC12)C1=CC=CC=C1)C1=CC=CC=C1)C1=CC=CC=C1)C)C (naphthyldimethylfluorenyl)(Phenyl)(diphenylfluorenyl)amine